2-(N-PROPYLSULFAMOYL)PHENYLBORONIC ACID C(CC)NS(=O)(=O)C1=C(C=CC=C1)B(O)O